1-linoleoyl-2,3-dioleoylglycerol C(CCCCCCC\C=C/C\C=C/CCCCC)(=O)OCC(OC(CCCCCCC\C=C/CCCCCCCC)=O)COC(CCCCCCC\C=C/CCCCCCCC)=O